FC1=CC=C(C=C1)NC1=C(C=C(C=C1)CS(=O)(=O)C)C=1C2=C(C(N(C1)C)=O)NC=C2 4-{2-[(4-fluorophenyl)amino]-5-[(methylsulfonyl)methyl]phenyl}-6-methyl-1,6-dihydro-7H-pyrrolo[2,3-c]pyridin-7-one